O=C1NC(CCC1N1C(C2=CC=C(C=C2C1=O)C(=O)NCC1=CC=C(C=C1)C1=NC2=C(N1C1=CC=C(C=C1)OC)C=CC=C2)=O)=O 2-(2,6-dioxopiperidin-3-yl)-N-(4-(1-(4-methoxyphenyl)-1H-benzo[d]imidazol-2-yl)benzyl)-1,3-dioxoisoindoline-5-carboxamide